neopentylamine hydroiodide salt I.C(C(C)(C)C)N